2,6-diethoxy-4'-(trifluoromethoxy)-[1,1'-biphenyl]-4-carbaldehyde C(C)OC1=C(C(=CC(=C1)C=O)OCC)C1=CC=C(C=C1)OC(F)(F)F